4-(2-bromoethoxy)-2-(difluoromethyl)-1-methanesulfonylbenzene BrCCOC1=CC(=C(C=C1)S(=O)(=O)C)C(F)F